ClC=1C=C(C=C(C1)F)[C@@H]1N(OCC1)C1=CC(=NC=N1)NC=1C(=CC(=C(C1)NC(C=C)=O)N1CCC(CC1)N1[C@@H](CN(CC1)C1CC1)C)OC N-(5-((6-((R)-3-(3-chloro-5-fluorophenyl)-isoxazolidine-2-yl)pyrimidine-4-yl)amino)-2-(4-((R)-4-cyclopropyl-2-methylpiperazine-1-yl)piperidine-1-yl)-4-methoxyphenyl)acrylamide